11-amino-1-[4-[2-[4-[4-(4-isoquinolyl)phenyl]pyrazol-1-yl]acetyl]piperazin-1-yl]undecan-1-one NCCCCCCCCCCC(=O)N1CCN(CC1)C(CN1N=CC(=C1)C1=CC=C(C=C1)C1=CN=CC2=CC=CC=C12)=O